(S)-4-(5-((t-butoxycarbonyl)amino)-3,3-difluoropiperidin-1-yl)-5-fluoro-2,3-dimethyl-1H-indole-7-carboxylic acid C(C)(C)(C)OC(=O)N[C@H]1CC(CN(C1)C1=C2C(=C(NC2=C(C=C1F)C(=O)O)C)C)(F)F